phenyl-ruthenium C1(=CC=CC=C1)[Ru]